N-[3-({[(3aR,4R,6R,6aS)-6-{4-chloropyrrolo[2,3-d]pyrimidin-7-yl}-2,2-dimethyl-tetrahydro-3aH-cyclopenta[d][1,3]dioxol-4-yl]methyl}amino)propyl]-N-[2-(4-fluorophenyl)ethyl]carbamate ClC=1C2=C(N=CN1)N(C=C2)[C@@H]2C[C@@H]([C@@H]1[C@H]2OC(O1)(C)C)CNCCCN(C([O-])=O)CCC1=CC=C(C=C1)F